tert-butyl (1-(2-aminopyridin-4-yl)-3,3,3-trifluoropropyl)carbamate NC1=NC=CC(=C1)C(CC(F)(F)F)NC(OC(C)(C)C)=O